N1CCC2=CC=CC=C12 1,2,3-trihydroindole